Methyl 3-(3-ethoxy-3-oxoprop-1-en-1-yl)-2-fluorobenzoate C(C)OC(C=CC=1C(=C(C(=O)OC)C=CC1)F)=O